CO[Si](CCCNC(=NC1CCCCC1)NC1CCCCC1)(OC)OC N-[3-(trimethoxysilyl)propyl]-N',N''-dicyclohexylguanidine